methyl 2-fluoro-3-(isopropylamino)-4-nitrobenzoate FC1=C(C(=O)OC)C=CC(=C1NC(C)C)[N+](=O)[O-]